C(C)[C@H]1CN(CCN1C(CC)=O)C(=O)C=1C=C(CN2C(NC(C3=CC=CC=C23)=O)=O)C=CC1F (S)-1-(3-(3-ethyl-4-propionylpiperazine-1-carbonyl)-4-fluorobenzyl)quinazoline-2,4(1H,3H)-dione